2-(3-(2-(3-ethoxy-1-(6-methoxypyridin-3-yl)-3-oxopropyl)thiazol-4-yl)propyl)-3,4-dihydro-1,8-naphthyridine-1(2H)-carboxylic acid phenyl ester C1(=CC=CC=C1)OC(=O)N1C(CCC2=CC=CN=C12)CCCC=1N=C(SC1)C(CC(=O)OCC)C=1C=NC(=CC1)OC